[3-Ethyl-7-methoxy-6-(1H-tetrazol-5-yl)-imidazo[1,2-a]pyridin-2-yl]-bis-(2-fluorophenyl)-methanol C(C)C1=C(N=C2N1C=C(C(=C2)OC)C2=NN=NN2)C(O)(C2=C(C=CC=C2)F)C2=C(C=CC=C2)F